Caprolactam Chloride [Cl-].C1(CCCCCN1)=O